(-)-N-(2-(methylamino)-2-phenylethyl)isoindoline-2-carboxylic acid amide CNC(CNC(=O)N1CC2=CC=CC=C2C1)C1=CC=CC=C1